3-(3-(2-fluorophenyl)-1-methyl-1H-pyrazole-4-carboxamido)-2-oxo-4-phenylbutanoic Acid FC1=C(C=CC=C1)C1=NN(C=C1C(=O)NC(C(C(=O)O)=O)CC1=CC=CC=C1)C